1-(2-chloro-4-(5-(4-(difluoromethoxy)-2,3-difluorophenyl)-1-methyl-1H-imidazole-2-carboxamido)benzoyl)-N-((3R,4R)-4-hydroxypyrrolidin-3-yl)piperidine-4-carboxamide formate C(=O)O.ClC1=C(C(=O)N2CCC(CC2)C(=O)N[C@@H]2CNC[C@H]2O)C=CC(=C1)NC(=O)C=1N(C(=CN1)C1=C(C(=C(C=C1)OC(F)F)F)F)C